pyrrolo[3,4-c]pyridine-1,3-dione C1(NC(C=2C=NC=CC21)=O)=O